COC(C1=C(N=CC(=C1)C#N)Br)=O 2-Bromo-5-cyanonicotinic acid methyl ester